CC1=CC=C(C=C1)S(=O)(=O)C=1C=C2CCC[C@H](C2=CC1)CNC=1C=NC=CC1C(=O)O 3-({[(1R)-6-(4-methylbenzenesulfonyl)-1,2,3,4-tetrahydronaphthalen-1-yl]methyl}amino)pyridine-4-carboxylic acid